C(C1=CC=CC=C1)OC=1C(C(=CN2N3C(C=CC(N(C(C12)=O)C3)CF)C)C(=O)NCC3=C(C=C(C=C3)F)F)=O 6-benzyloxy-N-[(2,4-difluorophenyl)methyl]-10-(fluoromethyl)-13-methyl-5,8-dioxo-1,2,9-triazatricyclo[7.4.1.02,7]tetradeca-3,6,11-triene-4-carboxamide